NC=1SC2=C(N1)C(=CC=C2F)C2=C(C=C1C(=NC(=NC1=C2F)OCC21CCCN1CCC2)N2CCN(CC2)C(=O)N)C(F)(F)F 4-(7-(2-amino-7-fluorobenzo[d]thiazol-4-yl)-8-fluoro-2-((tetrahydro-1H-pyrrolizin-7a(5H)-yl)methoxy)-6-(trifluoromethyl)quinazolin-4-yl)piperazine-1-carboxamide